2-amino-5-(4-cyclopropylpiperidin-1-yl)benzamide NC1=C(C(=O)N)C=C(C=C1)N1CCC(CC1)C1CC1